Ethyl 5-(2-bromopyrazolo[5,1-b]thiazole-7-carboxamido)-6-methylnicotinate BrC1=CN2C(S1)=C(C=N2)C(=O)NC=2C(=NC=C(C(=O)OCC)C2)C